5-((2-chlorophenyl)amino)-2-((3-fluoro-5-methylphenyl)amino)nicotinamide ClC1=C(C=CC=C1)NC=1C=NC(=C(C(=O)N)C1)NC1=CC(=CC(=C1)C)F